N-methyl-N-(3-(3-(methylamino)-1-(thiophen-2-yl)propoxy)phenyl)butanamide tert-butyl-(5-nitropyridin-3-yl)carbamate C(C)(C)(C)N(C(O)=O)C=1C=NC=C(C1)[N+](=O)[O-].CN(C(CCC)=O)C1=CC(=CC=C1)OC(CCNC)C=1SC=CC1